1-(3-(6-((3,5-Difluoropyridin-2-yl)amino)-1H-pyrazolo[3,4-d]pyrimidin-3-yl)-4-methylphenyl)-3-(2-hydroxypropan-2-yl)pyridin-2(1H)-one FC=1C(=NC=C(C1)F)NC1=NC=C2C(=N1)NN=C2C=2C=C(C=CC2C)N2C(C(=CC=C2)C(C)(C)O)=O